(2S,3R)-3-HYDROXY-N,N-BIS(4-METHOXYBENZYL)-1-((R)-TETRAHYDROFURAN-2-YL)HEX-5-ENE-2-SULFONAMIDE O[C@@H]([C@H](C[C@@H]1OCCC1)S(=O)(=O)N(CC1=CC=C(C=C1)OC)CC1=CC=C(C=C1)OC)CC=C